2-[4-[(6S)-1,8-diazaspiro[5.5]undec-8-yl]-1H-pyrrolo[2,3-b]pyridin-3-yl]-5-methyl-thiazole N1CCCC[C@]12CN(CCC2)C2=C1C(=NC=C2)NC=C1C=1SC(=CN1)C